[Br-].CC=1SC(=CC1C[P+](C1=CC=CC=C1)(C1=CC=CC=C1)C1=CC=CC=C1)C ((2,5-dimethylthien-3-yl)methyl)triphenylphosphonium bromide